C(C)NC1CC2=C(N=CS2)CC1 N-ethyl-4,5,6,7-tetrahydro-benzothiazol-6-amine